C1(CC1)S(=O)(=O)C1=CC(=C(C(=O)NC2=CC=C3C(=N2)N(C=N3)CCC)C=C1)N1CCC3(CC3)CC1 4-(cyclopropylsulfonyl)-N-(3-propyl-3H-imidazo[4,5-b]pyridin-5-yl)-2-(6-azaspiro[2.5]oct-6-yl)benzamide